3-(1-((S)-1-(tert-butoxycarbonyl)pyrrolidin-3-yl)-1H-pyrazol-4-yl)-5-(1-cyano-2,3-dihydro-1H-inden-4-yl)-6-methoxy-1H-pyrazolo[4,3-b]Pyridine-1-carboxylic acid tert-butyl ester C(C)(C)(C)OC(=O)N1N=C(C2=NC(=C(C=C21)OC)C2=C1CCC(C1=CC=C2)C#N)C=2C=NN(C2)[C@@H]2CN(CC2)C(=O)OC(C)(C)C